5-chloro-1'-{2-[2-(3-hydroxy-3-methylcyclobutyl)-1,1-dimethyl-3-oxo-7-(trifluoromethyl)-5-isoindolinyloxy]ethyl}spiro[indoline-3,4'-piperidin]-2-one ClC=1C=C2C(=CC1)NC(C21CCN(CC1)CCOC=1C=C2C(N(C(C2=C(C1)C(F)(F)F)(C)C)C1CC(C1)(C)O)=O)=O